9,9-dimethyl-10-(4'-bromophenyl)-9,10-dihydro-acridine CC1(C2=CC=CC=C2N(C=2C=CC=CC12)C1=CC=C(C=C1)Br)C